C(C)OC(COC1=C(C(=C(C(=C1)Cl)CC=1C=C(C(=CC1)O)C1=CC(=CC=C1)OC(F)F)Cl)F)=O.O1C[C@H](CC1)S(=O)(=O)N ((S)-tetrahydrofuran-3-yl)sulfonamide ethyl-2-(3,5-dichloro-4-((3'-(difluoromethoxy)-6-hydroxy-[1,1'-biphenyl]-3-yl)methyl)-2-fluorophenoxy)acetate